1-(tert-butyl) 2-ethyl 5-bromo-4-nitro-1H-pyrrole-1,2-dicarboxylate BrC1=C(C=C(N1C(=O)OC(C)(C)C)C(=O)OCC)[N+](=O)[O-]